tert-butyl (3R,4R)-4-(((7-((tert-butoxycarbonyl)(4-(thiazol-2-yl)benzyl)amino)-3-cyclopropylpyrazolo[1,5-a]pyrimidin-5-yl)amino)methyl)-3-hydroxypiperidine-1-carboxylate C(C)(C)(C)OC(=O)N(C1=CC(=NC=2N1N=CC2C2CC2)NC[C@@H]2[C@H](CN(CC2)C(=O)OC(C)(C)C)O)CC2=CC=C(C=C2)C=2SC=CN2